OC1=NC(=NC(=C1)C)C 4-hydroxy-2,6-dimethylpyrimidin